The molecule is a phosphatidylcholine O-32:1 in which the alkyl and acyl groups specified at positions 1 and 2 are tetradecyl and (9Z)-octadecenoyl respectively. It is a phosphatidylcholine O-32:1 and a 2-acyl-1-alkyl-sn-glycero-3-phosphocholine. It derives from an oleic acid. CCCCCCCCCCCCCCOC[C@H](COP(=O)([O-])OCC[N+](C)(C)C)OC(=O)CCCCCCC/C=C\\CCCCCCCC